2-[[(3R)-3-hydroxy-3-methyl-1-piperidinyl]methyl]-6-[3-[1-(4-methyl-1,2,4-triazol-3-yl)cyclobutyl]phenyl]-4-(trifluoromethyl)-1H-pyrrolo[2,3-c]pyridin-7-one O[C@]1(CN(CCC1)CC1=CC2=C(C(N(C=C2C(F)(F)F)C2=CC(=CC=C2)C2(CCC2)C2=NN=CN2C)=O)N1)C